trimethylamine azelaate C(CCCCCCCC(=O)O)(=O)O.CN(C)C